C(C)(C)(C)OC(=O)N(C(OC(C)(C)C)=O)C1=C2N=CN(C2=NC(=N1)Cl)[C@@H]1O[C@@H]([C@H]([C@H]1O[Si](C)(C)C(C)(C)C)N=[N+]=[N-])CO tert-butyl (tert-butoxycarbonyl)(9-((2R,3R,4R,5S)-4-azido-3-((tert-butyldimethylsilyl)oxy)-5-(hydroxymethyl)tetrahydrofuran-2-yl)-2-chloro-9H-purin-6-yl)carbamate